ClC1=C(C=CC(=C1)OC(F)(F)F)C=1CCC=2C=CC(=CC2C1C1=CC=C(C=C1)O[C@@H]1CN(CC1)CCCF)O 7-[2-chloro-4-(trifluoromethoxy)phenyl]-8-[4-[(3S)-1-(3-fluoropropyl)pyrrolidin-3-yl]oxyphenyl]-5,6-dihydronaphthalen-2-ol